CC1=C(C=C(C=N1)NC(C)=O)NC1=NN(C2=NC(=NC=C21)NC2=CC=NN2C)C N-(6-methyl-5-((1-methyl-6-((1-methyl-1H-pyrazol-5-yl)amino)-1H-pyrazolo[3,4-d]pyrimidin-3-yl)amino)pyridin-3-yl)acetamide